C1(=CC(=CC=C1)C[C@H]1[C@H](CCC2=CC=C(C(N12)=O)Br)NS(=O)(=O)CC)C1=CC=CC=C1 |r| rac-N-{(3S,4S)-4-[([1,1'-biphenyl]-3-yl)methyl]-7-bromo-6-oxo-1,3,4,6-tetrahydro-2H-quinolizin-3-yl}ethanesulfonamide